C[N+]1(CCCC1)CCCCCCCCCCCCCCCC 1-methyl-1-hexadecylpyrrolidinium